2,5-dimethyl-hydroquinone CC1=C(O)C=C(C(=C1)O)C